Benzyl (2S,4R)-4-fluoro-1-((phenoxathiine-3-carbonyl)glycyl)-4-((tosyloxy) methyl)pyrrolidine-2-carboxylate F[C@@]1(C[C@H](N(C1)C(CNC(=O)C=1C=CC=2SC3=CC=CC=C3OC2C1)=O)C(=O)OCC1=CC=CC=C1)COS(=O)(=O)C1=CC=C(C)C=C1